mercaptopyrrole thiocarbamate C(N)(O)=S.SC=1NC=CC1